piperidine-3-carboxylic acid [(1RS)-1-(2H-pyrazol-3-yl)-ethyl]amide N=1NC(=CC1)[C@@H](C)NC(=O)C1CNCCC1 |r|